perfluoro-n-hexyl phosphate P(=O)(OC(C(C(C(C(C(F)(F)F)(F)F)(F)F)(F)F)(F)F)(F)F)([O-])[O-]